C(C)(=O)OC(CC=1N=C2N(C=C(C=C2Br)C2CC2)C1)C1=NC(=NC(=C1)NC(=O)[C@@H]1[C@H](C1)C1=NC=CC(=N1)C)C 2-(8-bromo-6-cyclopropylimidazo[1,2-a]pyridin-2-yl)-1-(2-methyl-6-((1S,2S)-2-(4-methylpyrimidin-2-yl)cyclopropane-1-carboxamido)pyrimidin-4-yl)ethyl acetate